1-(trans-4-(3-chloro-5-fluorophenyl)-1-(2-methoxyethyl)pyrrolidin-3-yl)-3-(1',4-dimethyl-1-phenyl-1h,1'h-[3,4'-bipyrazole]-5-yl)urea ClC=1C=C(C=C(C1)F)[C@H]1[C@@H](CN(C1)CCOC)NC(=O)NC1=C(C(=NN1C1=CC=CC=C1)C=1C=NN(C1)C)C